C(CC)S(=O)(=O)N n-propanesulfonamide